hydroxyoctyloxypyridinone OCCCCCCCCOC=1C(NC=CC1)=O